5-(3-(prop-1-ynyl)phenoxy)-1H-1,2,3-triazole-4-carboxylic acid ethyl ester C(C)OC(=O)C=1N=NNC1OC1=CC(=CC=C1)C#CC